CC1=NN(C=C1NC1=NC=C(C(=N1)NCCCN1C(CCC1)=O)C(F)(F)F)C1CC2CCC(C1)N2C 1-(3-((2-((3-methyl-1-(8-methyl-8-azabicyclo[3.2.1]octan-3-yl)-1H-pyrazol-4-yl)amino)-5-(trifluoromethyl)pyrimidin-4-yl)amino)propyl)pyrrolidin-2-one